ClC1=NC=C2C=CC(=NC2=C1)C(=O)N1CC(CCC1)NC(OC(C)(C)C)=O tert-butyl N-[1-(7-chloro-1,6-naphthyridine-2-carbonyl)piperidin-3-yl]carbamate